S(=O)(=O)(ON1C2C=C(CN(C1=O)C2)N2N=C(C=C2)C(C)=O)[O-].[Na+] sodium (7-oxo-3-(3-acetylpyrazol-1-yl)-1,6-diazabicyclo[3.2.1]oct-3-en-6-yl) sulfate